FC1(C(N(CC1)C1=NC(=NC=C1)N1CCC(CC1)C(=O)N1OCC[C@H]1C=1C=NC(=CC1)C)=O)F 3,3-difluoro-1-[2-[4-[(3S)-3-(6-methylpyridin-3-yl)-1,2-oxazolidine-2-carbonyl]piperidin-1-yl]pyrimidin-4-yl]pyrrolidin-2-one